NC=1C(=C(C(=O)NCCN(CC)CC)C=C(C1)Cl)OC amino-5-chloro-N-(2-(diethylamino)ethyl)-2-methoxybenzamide